[Si](C)(C)(C(C)(C)C)N[SiH](C=C(C)C)N[Si](C)(C)C(C)(C)C di[(t-butyldimethylsilyl)amino]dimethylvinylsilane